CC1(C(C(=C2N1C1=CC=CC=C1N=C2)S(=O)(=O)C2=CC=C(C)C=C2)=O)C 1,1-dimethyl-3-tosylpyrrolo[1,2-a]quinoxalin-2(1H)-one